C(C)(C)N(C(C)C)P(OCCC#N)N(C(C)C)C(C)C 3-((bis(diisopropylamino)phosphino)oxy)propionitrile